NC1=NC=CC=C1C1=NC=2C(=NC=CC2)N1C1=CC=C(CNC(=O)C=2C=C(C=CC2)CC(=O)O)C=C1 2-(3-((4-(2-(2-aminopyridin-3-yl)-3H-imidazo[4,5-b]pyridin-3-yl)benzyl)carbamoyl)phenyl)acetic acid